CN1N=NN=C1C=1C2=C(N=C(N1)C1=CC=C(C=C1)C(F)(F)F)CN(CC2)C(C=C)=O 1-(4-(1-methyl-1H-tetrazol-5-yl)-2-(4-(trifluoromethyl)phenyl)-5,8-dihydropyrido[3,4-d]pyrimidin-7(6H)-yl)prop-2-en-1-one